C(C)OC(=O)C=1N=C(SC1)SC 2-(methylsulfanyl)-1,3-thiazole-4-carboxylic acid ethyl ester